COC1CN(CCC1)C=1N=CC=C2C1SC=C2 7-(3-methoxypiperidin-1-yl)thieno[2,3-c]pyridine